C1(CC1)C=1C(=C(C=CC1)S(=O)(=O)C=1N=NC=2CCCCC2C1C1=NOCC(N1)CC1=C(C=C(C=C1)C)C)F 3-[(3-Cyclopropyl-2-fluorophenyl)sulfonyl]-4-[5-(2,4-dimethylbenzyl)-5,6-dihydro-4H-1,2,4-oxadiazin-3-yl]-5,6,7,8-tetrahydrocinnoline